F[B-](F)(F)F.FC1=CC=CC=C1 4-fluorobenzene tetrafluoroborate